[2',2'-(pyridine-2,6-diyl)bis(5-methyl-3-(9-methyl-9H-fluoren-9-yl)-[1,1'-biphenyl]-2-ol)] hafnium [Hf].N1=C(C=CC=C1C1=CC=2C(C3=CC=CC=C3C2C=C1)(C)C1=C(C(=CC(=C1)C)C1=CC=CC=C1)O)C1=C(C=CC=C1)C=1C(=C(C=C(C1)C)C1(C2=CC=CC=C2C=2C=CC=CC12)C)O